3-(2,2-dibromoacetyl)benzoic acid methyl ester COC(C1=CC(=CC=C1)C(C(Br)Br)=O)=O